2-[(9S)-7-(4-chloro-2-fluoro-phenyl)-4,5,13-trimethyl-3-thia-1,8,11,12-tetrazatricyclo[8.3.0.02,6]trideca-2(6),4,7,10,12-pentaen-9-yl]-N-(2,2-dimethoxyethyl)acetamide ClC1=CC(=C(C=C1)C=1C=2C(=C(SC2N2C(=NN=C2[C@@H](N1)CC(=O)NCC(OC)OC)C)C)C)F